tert-butyl 4-oxospiro[cyclohexane-1,3'-indoline]-1'-carboxylate O=C1CCC2(CN(C3=CC=CC=C23)C(=O)OC(C)(C)C)CC1